2-(1-methylcyclopropyl)furo[3,2-b]pyridine-5-carbaldehyde CC1(CC1)C1=CC2=NC(=CC=C2O1)C=O